N-prop-2-ynyl-1H-1,2,4-triazole C(C#C)N1N=CN=C1